C1(CCCC1)N1C(C(=CC2=C1N=C(N=C2)NC2=NC=C(C=C2)N2CC(CC2)NCC)CC)=O 8-cyclopentyl-6-ethyl-2-[5-(3-ethylamino-pyrrolidin-1-yl)-pyridin-2-ylamino]-8H-pyrido[2,3-d]Pyrimidin-7-one